3β,7β-Dihydroxy-5β-cholan O[C@@H]1C[C@H]2C[C@@H]([C@H]3[C@@H]4CC[C@H]([C@@H](CCC)C)[C@]4(CC[C@@H]3[C@]2(CC1)C)C)O